ClC1=C(C=C(C(=C1)Cl)Cl)C1=CC=CC=C1 2,4,5-trichlorobiphenyl